C1(CC1)C1=NC=NC(=C1C=1N=CC2=C(N1)N(C(=C2)C2=NN(C=C2)COCC[Si](C)(C)C)S(=O)(=O)C2=CC=CC=C2)OC 2-(4-cyclopropyl-6-methoxypyrimidin-5-yl)-7-(phenylsulfonyl)-6-(1-((2-(trimethylsilyl)ethoxy)methyl)-1H-pyrazol-3-yl)-7H-pyrrolo[2,3-d]pyrimidine